BrCCCC=CCCBr 1,7-dibromo-4-heptene